1,3-dihydro-spiro[indene-2,4'-piperidine]-1'-carboxylic acid tert-butyl ester C(C)(C)(C)OC(=O)N1CCC2(CC1)CC1=CC=CC=C1C2